C(C)OC(C)(C)OCC 2,2-diethoxypropane